3-Fluoro-1-Aminoadamantane FC12CC3(CC(CC(C1)C3)C2)N